bis(4-tert-butylphenyl)iodine C(C)(C)(C)C1=CC=C(C=C1)IC1=CC=C(C=C1)C(C)(C)C